2-(5-((Z)-((1R,5S)-8-azabicyclo[3.2.1]octan-3-ylidene)methyl)-1,3,4-thiadiazol-2-yl)-5-(1H-imidazol-1-yl)phenol [C@H]12CC(C[C@H](CC1)N2)=CC2=NN=C(S2)C2=C(C=C(C=C2)N2C=NC=C2)O